3-(4-fluorophenyl)-5-methyl-4-(thiophen-2-yl)-1-p-tolyl-4,5-dihydro-1H-pyrazole-5-carboxamide FC1=CC=C(C=C1)C1=NN(C(C1C=1SC=CC1)(C(=O)N)C)C1=CC=C(C=C1)C